4-bromo-5-fluoro-1-methylpyrazole BrC=1C=NN(C1F)C